1-chloromethyl methacrylate C(C(=C)C)(=O)OCCl